BrC=1C(=NN(C1CC)C)[C@@H](CCN1CCOCC1)N(C(OC(C)(C)C)=O)C |r| Tert-butyl (rac)-N-[1-(4-bromo-5-ethyl-1-methyl-1H-pyrazol-3-yl)-3-(morpholin-4-yl) propyl]-N-methylcarbamate